2-(4-fluoro-2-(trifluoromethyl)phenyl)-1-(1H-1,2,4-triazole-1-yl)propan-2-ol FC1=CC(=C(C=C1)C(CN1N=CN=C1)(C)O)C(F)(F)F